C(CCCCCCCCCCCCCCCC)N heptadecylamine